2,3,4,5-tetrakis(3,6-dimethyl-9H-carbazol-9-yl)-6-(pyridin-3-yl)benzonitrile CC=1C=CC=2N(C3=CC=C(C=C3C2C1)C)C1=C(C#N)C(=C(C(=C1N1C2=CC=C(C=C2C=2C=C(C=CC12)C)C)N1C2=CC=C(C=C2C=2C=C(C=CC12)C)C)N1C2=CC=C(C=C2C=2C=C(C=CC12)C)C)C=1C=NC=CC1